3-(4-methylpyrimidin-2-yl)cyclopropanecarboxylic acid CC1=NC(=NC=C1)C1CC1C(=O)O